N1N=CC(=C1)CCNC1=NC(=NC(=C1C)C)C(=O)N[C@H](C)C1CCCCC1 (R)-4-((2-(1H-pyrazol-4-yl)ethyl)amino)-N-(1-cyclohexylethyl)-5,6-dimethylpyrimidine-2-carboxamide